ClC=1C=C2C(=CC(=NC2=CC1)C(F)(F)F)NCC1(CN(C1)S(=O)(=O)N)C=1SC2=C(N1)C=C(C=C2)F 3-(((6-Chloro-2-(trifluoromethyl)quinolin-4-yl)amino)methyl)-3-(5-fluorobenzo[d]thiazol-2-yl)azetidine-1-sulfonamide